7-Bromo-4-hydroxybenzofuran-5-carbaldehyde BrC1=CC(=C(C=2C=COC21)O)C=O